N'-(2-chloro-5-methyl-4-(methyl(4-(methylthio)phenyl)amino)phenyl)-N-ethyl-N-methylformimidamide ClC1=C(C=C(C(=C1)N(C1=CC=C(C=C1)SC)C)C)N=CN(C)CC